(1R,3S)-3-(3-{[(2-meth-oxypyridin-4-yl)acetyl]-amino}-1H-pyrazol-5-yl)-cyclopentyl tetrahydro-2H-pyran-4-ylcarbamate O1CCC(CC1)NC(O[C@H]1C[C@H](CC1)C1=CC(=NN1)NC(CC1=CC(=NC=C1)OC)=O)=O